Hexane-4-thione CCCC(CC)=S